2-((1S,6S)-6-aminocyclohex-3-en-1-yl-2,2,3,4,5,5-d6)-5-chloro-3-methyl-N-(thiophen-2-ylmethyl)thieno[3,2-b]pyridin-7-amine formate C(=O)O.N[C@H]1C(C(=C(C([C@@H]1C1=C(C2=NC(=CC(=C2S1)NCC=1SC=CC1)Cl)C)([2H])[2H])[2H])[2H])([2H])[2H]